4-methoxy-3-methyl-1H-pyrazol-5-amine COC=1C(=NNC1N)C